ClCCCCCCOCCOCCN 2-(2-((6-chlorohexyl)oxy)ethoxy)ethylamine